C(C)(C)(C)C=1C=C(CC(C(=O)N)CCCCCCC(C(=O)N)CC2=CC(=C(C(=C2)C(C)(C)C)O)C(C)(C)C)C=C(C1O)C(C)(C)C hexamethylenebis(3,5-di(t-butyl)-4-hydroxy-hydrocinnamamide)